O1CCN(CC1)CCNC=1N=CC2=C(N1)NC(C=C2)=O 2-((2-morpholinoethyl)amino)pyrido[2,3-d]pyrimidin-7(8H)-one